1-((7-(6-chloro-2-oxo-1-(1H-pyrazol-4-yl)-1,2,3,4-tetrahydroquinolin-8-yl)thieno[3,2-b]pyridin-2-yl)methyl)pyrrolidine-2,5-dione ClC=1C=C2CCC(N(C2=C(C1)C1=C2C(=NC=C1)C=C(S2)CN2C(CCC2=O)=O)C=2C=NNC2)=O